2-(2-(5-Cyclopropyl-3-(2,6-dichlorophenyl)isoxazol-4-yl)-7-azaspiro[3.5]non-1-en-7-yl)-4-methylbenzo[d]thiazol C1(CC1)C1=C(C(=NO1)C1=C(C=CC=C1Cl)Cl)C1=CC2(C1)CCN(CC2)C=2SC1=C(N2)C(=CC=C1)C